2,4-Dinitrotoluene [N+](=O)([O-])C1=C(C)C=CC(=C1)[N+](=O)[O-]